C(CCCCC(C(=O)O)C(=O)O)(C(=O)O)C(=O)O hexane-1,1,6,6-tetracarboxylic acid